C(C=1C(O)=CC=CC1)(=O)[O-].C(C=1C(O)=CC=CC1)(=O)[O-].C(C=1C(O)=CC=CC1)(=O)[O-].[Ga+3] gallium tris(salicylate)